N-((6-((3-((5-ethyl-2-methoxyphenyl)sulfonamido)-4-methoxybenzo[d]isoxazol-6-yl)oxy)pyridin-3-yl)methyl)but-2-ynamide C(C)C=1C=CC(=C(C1)S(=O)(=O)NC1=NOC2=C1C(=CC(=C2)OC2=CC=C(C=N2)CNC(C#CC)=O)OC)OC